2-Bromoimidazo[2,1-b]thiazole-6-carboxylic acid ethyl ester C(C)OC(=O)C=1N=C2SC(=CN2C1)Br